CN(C1CCN(CC1)C1=C(C=C(C(=C1)OC)NC1=NC=NC(=C1)N1OCC[C@@H]1C1=CC(=CC=C1)C#C)NC(C=C)=O)C N-(2-(4-(dimethylamino)piperidine-1-yl)-5-((6-((R)-3-(3-ethynylphenyl)isoxazolidine-2-yl)pyrimidine-4-yl)amino)-4-methoxyphenyl)acrylamide